ClC1=CC=C(NC=CC(=O)C2=CC=C(C=C2)[N+](=O)[O-])C=C1 3-(4-chloroanilino)-1-(4-nitrophenyl)-2-propen-1-one